The molecule is a trisaccharide consisting of beta-D-galactopyranose, alpha-D-glucopyranose and D-glucopyranose residues joined in sequence by (1->4) and (1->6) glycosidic bonds. It derives from an isomaltose and an alpha-lactose. C([C@@H]1[C@@H]([C@@H]([C@H]([C@@H](O1)O[C@@H]2[C@H](O[C@@H]([C@@H]([C@H]2O)O)OC[C@@H]3[C@H]([C@@H]([C@H](C(O3)O)O)O)O)CO)O)O)O)O